C(CCC)N(\C=C(/C(=O)OCC)\SC(=S)N1CC(CCC1)C(=O)OCC)CCCC Ethyl (E)-1-(((1-(dibutylamino)-3-ethoxy-3-oxoprop-1-en-2-yl)thio)carbonothioyl)piperidine-3-carboxylate